1-{4-[(3-methoxybenzyl)sulfonyl]-2-nitrophenyl}-4-(4-nitrophenyl)piperazine COC=1C=C(CS(=O)(=O)C2=CC(=C(C=C2)N2CCN(CC2)C2=CC=C(C=C2)[N+](=O)[O-])[N+](=O)[O-])C=CC1